ClC=1C(=NC=C(C1)C(F)(F)F)NCCNC(C1=CC=CC=C1)=O N-(2-((3-chloro-5-(trifluoromethyl)pyridin-2-yl)amino)ethyl)benzamide